4-(2-hydroxyethoxy)-2-methoxy-N-(5-(thiophen-2-yl)-1,3,4-oxadiazol-2-yl)benzamide OCCOC1=CC(=C(C(=O)NC=2OC(=NN2)C=2SC=CC2)C=C1)OC